N-(1-(5-(Cyclopropancarbonyl)-8-hydroxy-5,6,7,8-tetrahydro-1,5-naphthyridin-2-yl)ethyl)-4-fluorobenzamid C1(CC1)C(=O)N1C=2C=CC(=NC2C(CC1)O)C(C)NC(C1=CC=C(C=C1)F)=O